C(C1=CC=CC=C1)SC1=NC(=CC=C1OC)C1(CCOCC1)C 2-benzylsulfanyl-3-methoxy-6-(4-methyltetrahydropyran-4-yl)pyridine